2-chloro-1-isocyanato-4-nitrobenzene ClC1=C(C=CC(=C1)[N+](=O)[O-])N=C=O